C(CCC)OCCC(=O)N(C)C 3-butoxy-N,N-dimethylpropane-amide